2-(hydroxymethyl)-1,3-dioxoisoindole-5-carbonitrile OCN1C(C2=CC=C(C=C2C1=O)C#N)=O